(S)-2-((((9H-fluoren-9-yl)methoxy)carbonyl)(methyl)amino)-3-(isoquinolin-5-yl)propanoic acid C1=CC=CC=2C3=CC=CC=C3C(C12)COC(=O)N([C@H](C(=O)O)CC1=C2C=CN=CC2=CC=C1)C